2,6-dimethyl-morpholine hydrochloride Cl.CC1CNCC(O1)C